N1N=CC=2C1=NC(=CN2)N[C@@H](C)C=2C=C(C=CC2)NC(C2=CN=CC(=C2)C2COC2)=O (S)-N-(3-(1-((1H-pyrazolo[3,4-b]pyrazin-6-yl)amino)ethyl)phenyl)-5-(oxetan-3-yl)nicotinamide